4-oxo-3,5-dihydro-2H-1,5-benzothiazepin-3-yl carbamate C(N)(OC1CSC2=C(NC1=O)C=CC=C2)=O